ClC=1C=C(C=CC1)C1=C(C=2C3=C(C(=C(C(=C3OB3C4=C5N(C(C23)=C1[2H])C1=C(C(=C(C(=C1C5=C(C(=C4[2H])[2H])[2H])[2H])[2H])[2H])[2H])[2H])[2H])[2H])[2H])[2H] (3-chlorophenyl)-15-oxa-7b-aza-15a-borabenzo[gh]indeno[1,2,3-de]benzanthracene-1,2,3,4,5,6,7,8,10,11,12,13,14-d13